C(C1=CC=CC=C1)OC1[C@@H](N([C@@H](C1)C)C(=O)OC)CO[C@@H]1CC[C@@H](CC1)C1=CC=CC=C1 methyl (2S,5R)-3-(benzyloxy)-5-methyl-2-((((CIS)-4-phenylcyclohexyl)-oxy)methyl)pyrrolidine-1-carboxylate